C1(=CC=CC=C1)C#CCC phenylbutyne